FC(C1=NN=C(S1)NC(=O)C1=NN2C(C(N(CC2)CC2=CC(=CC=C2)O)=O)=C1CC)(F)F 3-ethyl-5-(3-hydroxybenzyl)-4-oxo-4,5,6,7-tetrahydropyrazolo[1,5-a]pyrazine-2-carboxylic acid (5-trifluoromethyl[1,3,4]thiadiazol-2-yl)amide